tert-Butyl (2S,5S)-2,5-bis(hydroxymethyl)pyrrolidine-1-carboxylate OC[C@H]1N([C@@H](CC1)CO)C(=O)OC(C)(C)C